(E)-N-((2-chloro-6-(thiophen-2-yl)pyridin-4-yl)methylene)-2-methylpropane-2-sulfinamide ClC1=NC(=CC(=C1)\C=N\S(=O)C(C)(C)C)C=1SC=CC1